3-(5-{[(4-Carbamimidoylphenyl)methyl]amino}-4-fluoro-1-(3-hydroxy-2,2-dimethylpropanoyl)-1H-pyrazol-3-yl)-N,N,2-trimethylpiperazin-1-carboxamid C(N)(=N)C1=CC=C(C=C1)CNC1=C(C(=NN1C(C(CO)(C)C)=O)C1C(N(CCN1)C(=O)N(C)C)C)F